4-(3-benzylureido)-3-fluoro-N-(7-(hydroxyamino)-7-oxoheptyl)benzamide C(C1=CC=CC=C1)NC(NC1=C(C=C(C(=O)NCCCCCCC(=O)NO)C=C1)F)=O